N-(4-(5-(4-(2-azabicyclo[2.1.1]hexane-2-carbonyl)phenyl)-4-aminopyrrolo[2,1-f][1,2,4]triazin-6-yl)phenyl)methacrylamide C12N(CC(C1)C2)C(=O)C2=CC=C(C=C2)C=2C(=CN1N=CN=C(C12)N)C1=CC=C(C=C1)NC(C(=C)C)=O